C1(CC1)N(C1=C(C(=NC=N1)NCC1CCC(CC1)NS(=O)(=O)C(F)(F)F)F)CC1=CC=C(C=C1)C(F)(F)F N-[4-[[[6-[cyclopropyl-[[4-(trifluoromethyl)phenyl]methyl]amino]-5-fluoro-pyrimidin-4-yl]amino]methyl]cyclohexyl]-1,1,1-trifluoro-methanesulfonamide